CC(CS(=O)(=O)[O-])(C)NC(C=C)=O 2-methyl-2-((1-oxo-2-propen-1-yl) amino)-1-propanesulfonate